6,6'-dimethyl-1,1'-binaphthyl CC=1C=C2C=CC=C(C2=CC1)C1=CC=CC2=CC(=CC=C12)C